C(CCCCCCCCCCCCC)(=O)OCC(O)CO monoglycerol monotetradecanoate